BrC1=CC(=C(C=C1F)N1C[C@@H](N([C@@H](C1)C)C)C)[N+](=O)[O-] (2S,6R)-4-(4-bromo-5-fluoro-2-nitrophenyl)-1,2,6-trimethylpiperazine